(R)-6-(cyclopropanecarboxamido)-N-(methyl-d3)-4-((2,4,5-trimethyl-4,5-dihydro-2H-pyrazolo[4,3-c]quinolin-6-yl)amino)nicotinamide C1(CC1)C(=O)NC1=NC=C(C(=O)NC([2H])([2H])[2H])C(=C1)NC1=CC=CC=2C=3C([C@H](N(C12)C)C)=CN(N3)C